N(=[N+]=[N-])C1=NC(=CC=C1C(C)=O)C1=C(C=C(C=C1C)C(F)(F)F)OCOCC 1-(2-azido-6-(2-(ethoxy-methoxy)-6-methyl-4-(trifluoromethyl)phenyl)pyridin-3-yl)ethan-1-one